OC(C(=O)C1=CC=C(C=C1)CC1=CC=C(C=C1)C(C(C)(C)O)=O)(C)C 2-hydroxy-1-{4-[4-(2-hydroxy-2-methyl-propionyl)-benzyl]-phenyl}-2-methyl-propane-1-on